C(C)(=O)OCC(CO)(C)N 2-amino-2-methyl-1,3-propanediol acetate